BrC1=C(CN2N=CC=3C(NCCC32)=O)C(=CC=C1)F 1-(2-bromo-6-fluorobenzyl)-1,5,6,7-tetrahydro-4H-pyrazolo[4,3-c]pyridin-4-one